1-[(2R)-2-(2-methoxyphenyl)-2-(prop-2-yloxy)ethyl]-5-methyl-3-[2-methyl-1-(morpholin-4-yl)-1-oxoprop-2-yl]-6-(1,3-oxazol-2-yl)-1H,2H,3H,4H-thieno[2,3-d]pyrimidine-2,4-dione COC1=C(C=CC=C1)[C@H](CN1C(N(C(C2=C1SC(=C2C)C=2OC=CN2)=O)C(C(=O)N2CCOCC2)(C)C)=O)OC(C)C